2,2-dimethyl-1-(2-nitrophenyl)propan-1-ol CC(C(O)C1=C(C=CC=C1)[N+](=O)[O-])(C)C